COC1=C(C=C(C=O)C=C1Br)Br 4-methoxy-3,5-dibromobenzaldehyde